(S)-N-(4-amino-1-(3-bromophenyl)-4-oxobutyl)-8-morpholino-5-(4-(trifluoromethyl)phenyl)-3,4-dihydroisoquinoline-2(1H)-carboxamide NC(CC[C@@H](C1=CC(=CC=C1)Br)NC(=O)N1CC2=C(C=CC(=C2CC1)C1=CC=C(C=C1)C(F)(F)F)N1CCOCC1)=O